(3R,4R)-N-(4-((1R,3R)-2-(bicyclo[1.1.1]pentan-1-yl)-3-methyl-2,3,4,9-tetrahydro-1H-pyrido[3,4-b]indol-1-yl)phenyl)-4-fluoropyrrolidin-3-amine C12(CC(C1)C2)N2[C@@H](C=1NC3=CC=CC=C3C1C[C@H]2C)C2=CC=C(C=C2)N[C@@H]2CNC[C@H]2F